C(#N)CN1C=NC(=C1)C=1C=C(C=CC1NC1=NC=C(C=C1)C(F)(F)F)S(=O)(=O)N(C)CC1=CC=C(C=C1)OC 3-[1-(Cyanomethyl)imidazol-4-yl]-N-[(4-methoxyphenyl)methyl]-N-methyl-4-[[5-(trifluoromethyl)-2-pyridyl]amino]benzenesulfonamide